N-((2,6-dihydroxy-5'-methyl-4-pentyl-1',2',3',4'-tetrahydro-[1,1'-biphenyl]-3-yl)sulfonyl)-4-(trifluoromethyl)benzamide OC1=C(C(=CC(=C1S(=O)(=O)NC(C1=CC=C(C=C1)C(F)(F)F)=O)CCCCC)O)C1CCCC(=C1)C